CC1=C2COC(C2=CC=C1[C@H]1OCCN(C1)CC=1C=NN(C1)C=1C=C(C#N)C=CC1)=O (R)-3-(4-((2-(4-methyl-1-oxo-1,3-dihydroisobenzofuran-5-yl)morpholino)methyl)-1H-pyrazol-1-yl)benzonitrile